2-(2-Methyl-4-(((5-oxo-4-phenyl-4,5-dihydro-1H-1,2,4-triazol-1-yl)meth-yl)thio)phenoxy)acetic acid CC1=C(OCC(=O)O)C=CC(=C1)SCN1N=CN(C1=O)C1=CC=CC=C1